3-(4-chloro-3-nitro-anilino)-4-(4-fluoroanilino)cyclobut-3-ene-1,2-dione ClC1=C(C=C(NC=2C(C(C2NC2=CC=C(C=C2)F)=O)=O)C=C1)[N+](=O)[O-]